dioctyl sebacate (di(2-ethylhexyl) sebacate) C(C)C(CC(C(=O)O)(CCCCCCCC(=O)O)CC(CCCC)CC)CCCC.C(CCCCCCCCC(=O)OCCCCCCCC)(=O)OCCCCCCCC